ClC=1C(=CC(=NC1)C#N)C=1NC2=CC(=C(C(=C2C(C1)=O)F)N1CCN(CC1)C)F 5-chloro-4-(5,7-difluoro-6-(4-methylpiperazin-1-yl)-4-oxo-1,4-dihydroquinolin-2-yl)picolinonitrile